5-((tert-butyldimethylsilyl)oxy)-2-formylbenzofuran-3-carboxylic acid ethyl ester C(C)OC(=O)C1=C(OC2=C1C=C(C=C2)O[Si](C)(C)C(C)(C)C)C=O